C1(CC1)C1=C(C=CC(=C1)OC)C=1N(C(C2=C(N1)SC1=C2C(=CC(=C1O)F)F)=O)CC1=CN=CO1 2-(2-cyclopropyl-4-methoxyphenyl)-5,7-difluoro-8-hydroxy-3-(oxazol-5-ylmethyl)benzo[4,5]thieno[2,3-d]pyrimidin-4(3H)-one